5-[3-[6-(trifluoromethyl)-1H-benzimidazol-2-yl]chroman-6-yl]oxy-3,4-dihydro-1H-1,8-naphthyridin-2-one FC(C=1C=CC2=C(NC(=N2)C2COC3=CC=C(C=C3C2)OC2=C3CCC(NC3=NC=C2)=O)C1)(F)F